(R)-4-((4-((2-hydroxyethyl)(methyl)amino)-1-(phenylthio)butan-2-yl)amino)-3-((trifluoromethyl)sulfonyl)benzenesulfonamide OCCN(CC[C@H](CSC1=CC=CC=C1)NC1=C(C=C(C=C1)S(=O)(=O)N)S(=O)(=O)C(F)(F)F)C